(-)-6-Chloro-4-(S)-cyclopropylethynyl-4(S)-trifluoromethyl-1,4-dihydro-2H-3,1-benzoxazin-2-one ClC=1C=CC2=C([C@](OC(N2)=O)(C(F)(F)F)C#CC2CC2)C1